(R)-[(tert-butoxycarbonyl)amino](phenyl)acetic acid C(C)(C)(C)OC(=O)N[C@@H](C(=O)O)C1=CC=CC=C1